5-[(2-fluoro-4-iodophenyl)amino]-1-methyl-1H-benzotriazole-6-carboxylic acid FC1=C(C=CC(=C1)I)NC1=CC2=C(N(N=N2)C)C=C1C(=O)O